C1(=CC=CC=C1)CCO[Si](OC)(OC)CCC(N)CCN phenylmethyl-γ-aminoethyl-3-aminopropyltrimethoxysilane